CC(CS(=O)(=O)[O-])(C)NC(C=C)=O.[Na+] Sodium 2-methyl-2-acrylamidopropanesulfonate